Methyl 1-[1-(2-methoxyethyl)pyrazol-4-yl]-6-oxo-pyridine-3-carboxylate COCCN1N=CC(=C1)N1C=C(C=CC1=O)C(=O)OC